amyl toluate C=1(C(=CC=CC1)C(=O)OCCCCC)C